ClC1=CC=C(C=C1)C=1N=C2N(C=CC=C2)C1CN1CC2CCC(C1)N2C(=O)NC2=C(C=CC=C2F)F 3-{[2-(4-Chlorophenyl)imidazo[1,2-a]pyridin-3-yl]methyl}-N-(2,6-difluorophenyl)-3,8-diazabicyclo[3.2.1]octan-8-carboxamid